6,6-bis(((Z)-hept-3-en-1-yl)oxy)hexanoic acid C(C\C=C/CCC)OC(CCCCC(=O)O)OCC\C=C/CCC